(1-oxo-4-(piperazin-1-ylmethyl)isoindolin-2-yl)piperidine-2,6-dione O=C1N(CC2=C(C=CC=C12)CN1CCNCC1)N1C(CCCC1=O)=O